OC1=C(C(=CC(=C1)C(F)(F)F)C)C1=CC=C(N=N1)N1C[C@H](OCC1)CC#N |r| (rac)-2-[4-[6-[2-hydroxy-6-methyl-4-(trifluoromethyl)phenyl]pyridazin-3-yl]morpholin-2-yl]acetonitrile